ClC1=C(C=C2C(=C(N(C2=C1F)C)C=1NC(=NN1)C(=O)N1CCOCC1)N1C=NC=C1)OC (5-(6-chloro-7-fluoro-3-(1H-imidazol-1-yl)-5-methoxy-1-methyl-1H-indol-2-yl)-4H-1,2,4-triazol-3-yl)(morpholino)methanone